CN1N=C(C=2C1=CN=CC2C2=CC=C(C=N2)N2C(N(C1=C2C(=CC=C1)C)CC(=O)NCC(F)(F)F)=O)C 2-[3-[6-(1,3-dimethylpyrazolo[3,4-c]pyridin-4-yl)-3-pyridyl]-4-methyl-2-oxo-benzimidazol-1-yl]-N-(2,2,2-trifluoroethyl)acetamide